(S)-Benzyl 4-methyl-1-(methylamino)-1-oxopentan-2-ylcarbamate CC(C[C@@H](C(=O)NC)NC(OCC1=CC=CC=C1)=O)C